NC1=NC2=NC=C(N=C2C(=N1)N)CN(C=O)C1=CC=C(C(=O)N[C@@H](CCCCNC2=C(C(=O)OC)C=C(C=N2)[N+](=O)[O-])C(=O)OC)C=C1 Methyl (S)-2-((5-(4-(N-((2,4-diaminopteridin-6-yl)methyl)formamido)benzamido)-6-methoxy-6-oxohexyl)amino)-5-nitronicotinate